N-(6-(5-chloro-7-ethoxy-6-fluoro-1H-indazol-4-yl)imidazo[1,2-b]pyridazin-2-yl)-2-fluorocyclopropane-1-carboxamide ClC=1C(=C2C=NNC2=C(C1F)OCC)C=1C=CC=2N(N1)C=C(N2)NC(=O)C2C(C2)F